COC([C@H](CC(C)C)N1N=C(C(=CC1=O)C1CC1)Cl)=O (S)-2-(3-chloro-4-cyclopropyl-6-oxopyridazin-1(6H)-yl)-4-methylpentanoic acid methyl ester